3-(4-Morpholin-4-ylthieno[3,2-d]pyrimidin-2-yl)phenol N1(CCOCC1)C=1C2=C(N=C(N1)C=1C=C(C=CC1)O)C=CS2